(S)-2,7-Dichloro-5-((6,6-difluoro-1,4-oxazepan-3-yl)methoxy)-8-fluoropyrido[4,3-d]pyrimidin-4(3H)-one ClC=1NC(C2=C(N1)C(=C(N=C2OC[C@@H]2COCC(CN2)(F)F)Cl)F)=O